4-(4-oxo-4-(8-(5-(trifluoromethyl)pyrimidin-2-yl)-3,8-diazabicyclo[3.2.1]octan-3-yl)butyl)phthalazin-1(2H)-one O=C(CCCC1=NNC(C2=CC=CC=C12)=O)N1CC2CCC(C1)N2C2=NC=C(C=N2)C(F)(F)F